2,3-dihydro-1H-indenol C1(CCC2=CC=CC=C12)O